3-(4-(3,3-difluoropiperidin-1-yl)pyrimidin-2-yl)-6-(trifluoromethyl)imidazo[1,2-a]pyridine FC1(CN(CCC1)C1=NC(=NC=C1)C1=CN=C2N1C=C(C=C2)C(F)(F)F)F